3-(tert-butyl)amino-2-methyl-propane-1-sulfonic acid C(C)(C)(C)NCC(CS(=O)(=O)O)C